(R)-N-(3-bromo-2-chlorophenyl)-7-(2-fluoro-3-hydroxy-3-methylbutyl)-5,6,7,8-tetrahydro-2,7-naphthyridine-3-carboxamide BrC=1C(=C(C=CC1)NC(=O)C=1N=CC=2CN(CCC2C1)C[C@H](C(C)(C)O)F)Cl